1-methyl-4-(4-cyclohexyl-phenyl)quinoline tert-butyl-(2R)-2-((4-(4-bromo-6-chloro-1-(tetrahydro-2H-pyran-2-yl)-1H-indazol-5-yl)-2,2-difluorobutoxy)methyl)morpholine-4-carboxylate C(C)(C)(C)OC(=O)N1C[C@@H](OCC1)COCC(CCC=1C(=C2C=NN(C2=CC1Cl)C1OCCCC1)Br)(F)F.CN1CC=C(C2=CC=CC=C12)C1=CC=C(C=C1)C1CCCCC1